methyl 5-(5-amino-6-chloro-2-(2-methoxyethyl)-2H-indazol-4-yl)pentanoate NC1=C(C2=CN(N=C2C=C1Cl)CCOC)CCCCC(=O)OC